ClC1=C(C=CC(=C1)Cl)C=1SC=C(N1)C(=O)NC1=CC(=CC=C1)NS(=O)(=O)C 2-(2,4-dichlorophenyl)-N-(3-(methylsulfonamido)phenyl)thiazole-4-carboxamide